8-chloro-2-phenyl-6-(trifluoromethyl)imidazo[1,2-a]pyridine ClC=1C=2N(C=C(C1)C(F)(F)F)C=C(N2)C2=CC=CC=C2